OC(C(O)NC(C=C)=O)NC(C=C)=O N,N'-(1,2-Dihydroxyethylene)bis-acrylamide